6-(1H-imidazol-1-yl)-N-(piperidin-4-yl)picolinamide N1(C=NC=C1)C1=CC=CC(=N1)C(=O)NC1CCNCC1